6-methyl-4-[5-(methylsulfonyl)-2-(tetrahydrofuran-3-ylmethoxy)phenyl]-1,6-dihydro-7H-pyrrolo[2,3-c]pyridin-7-one CN1C(C2=C(C(=C1)C1=C(C=CC(=C1)S(=O)(=O)C)OCC1COCC1)C=CN2)=O